CC=1N=C(SC1C)NC(=O)C1=C(C=C(C=C1)C)NC(CCOCCOCCNC([O-])=O)=O (2-(2-(3-((2-((4,5-dimethylthiazol-2-yl)carbamoyl)-5-methylphenyl)amino)-3-oxopropoxy)ethoxy)ethyl)carbamate